C(CCC)C=1N(C=C[N+]1CCO)CCO 2-n-butyl-1,3-bis(2-hydroxyethyl)imidazolium